C(C)(=O)C1=C(C=C(C=C1)F)C1=CC=CC=C1 acetyl-5-fluoro-[1,1'-biphenyl]